ClC=1C(=NC(=NC1)NC1=C(C=C(C=C1)N(C)CCN(C)C)OC)C1=CNC2=CC=CC=C12 N4-[5-chloro-4-(1H-indol-3-yl)pyrimidin-2-yl]-N1-[2-(dimethylamino)ethyl]-3-methoxy-N1-methylbenzene-1,4-diamine